3-[[4-(2-amino-4,4-dimethyl-pentoxy)-6-(2-isobutyl-6-methyl-phenyl)-5-(trifluoromethyl)pyrimidin-2-yl]sulfamoyl]benzoic acid NC(COC1=NC(=NC(=C1C(F)(F)F)C1=C(C=CC=C1C)CC(C)C)NS(=O)(=O)C=1C=C(C(=O)O)C=CC1)CC(C)(C)C